rac-O-((1R,2S,4S)-7-oxabicyclo(2.2.1)heptan-2-yl) hydrazinecarbothioate N(N)C(O[C@@H]1[C@H]2CC[C@@H](C1)O2)=S |r|